FC1(CCN(CC1)CCCCCCCC(=O)NC1=CC(=CC=C1)NC1C(NC(CC1)=O)=O)F 8-(4,4-difluoropiperidin-1-yl)-N-(3-((2,6-dioxopiperidin-3-yl)amino)phenyl)octanamide